(R)-N-(1-(1-ethylazetidin-3-yl)ethyl)-5-(4-(trifluoromethyl)phenoxy)-2-naphthamide C(C)N1CC(C1)[C@@H](C)NC(=O)C1=CC2=CC=CC(=C2C=C1)OC1=CC=C(C=C1)C(F)(F)F